tert-Butyl (5-(1-hydroxyethyl)-1-methyl-1H-pyrazol-3-yl)carbamate OC(C)C1=CC(=NN1C)NC(OC(C)(C)C)=O